2,4-dichloro-1-methoxy-benzene ClC1=C(C=CC(=C1)Cl)OC